FC=1C=NC=CC1 3-fluoro-pyridin